C(C(C)C)N1N=C2C(=N1)C(=C(C(=C2Br)OC)OC)Br 2-isobutyl-4,7-dibromo-5,6-dimethoxybenzotriazole